4-(7-Methyl-2-((3-methyl-1,5-naphthyridin-2-yl)amino)-8-oxo-7,8-dihydro-9H-purine-9-yl)tetrahydro-2H-pyran-4-carbonitrile CN1C(N(C2=NC(=NC=C12)NC1=NC2=CC=CN=C2C=C1C)C1(CCOCC1)C#N)=O